C(C)(C)C1=CN=C(C2=CN=CC=C12)C(=O)N 4-isopropyl-2,7-naphthyridine-1-carboxamide